trimethylsilyl undecanoate C(CCCCCCCCCC)(=O)O[Si](C)(C)C